N=1C=NN2C1C=CC(=C2)C2=C(C=1CCCC1C=C2C)N 5-([1,2,4]triazolo[1,5-a]pyridin-6-yl)-6-methyl-2,3-dihydro-1H-inden-4-amine